N[C@H]1[C@@H](CN(CC1)C1=C(C=NC2=CC=C(C=C12)C=1C(=C(C#N)C=CC1)O)C1=CC(=CC(=C1)F)F)F 3-{4-[(3R,4R)-4-amino-3-fluoropiperidin-1-yl]-3-(3,5-difluorophenyl)quinolin-6-yl}-2-hydroxybenzonitrile